C(C1=CC=CC=C1)OC(=O)N1[C@@H]2C[C@H]([C@H](C1)C2)OCC2=C(C=NN2C2=C(C=CC=C2C)Cl)C2CC2 (1S,4S,5R)-5-[[1-(2-chloro-6-methylphenyl)-4-cyclopropyl-1H-pyrazol-5-yl]methoxy]-2-azabicyclo[2.2.1]heptane-2-carboxylic acid benzyl ester